heneicos-1-ene C=CCCCCCCCCCCCCCCCCCCC